1,2-Diaminoethan NCCN